5-Amino-1-isopropyl-3-(4-(2-oxo-2-((5-(trifluoromethyl)pyridin-3-yl)amino)ethyl)phenyl)-1H-pyrazole-4-carboxamide NC1=C(C(=NN1C(C)C)C1=CC=C(C=C1)CC(NC=1C=NC=C(C1)C(F)(F)F)=O)C(=O)N